4-(((tert-butoxycarbonyl)amino)methyl)cyclohexyl methanesulfonate CS(=O)(=O)OC1CCC(CC1)CNC(=O)OC(C)(C)C